rac-(3aR,7aR)-octahydrofuro[3,2-b]pyridine O1CC[C@H]2NCCC[C@H]21 |r|